ClC=1C(=NC=CC1C(C)(CCC=C)N[S@@](=O)C(C)(C)C)F (S)-N-(2-(3-chloro-2-fluoropyridin-4-yl)hex-5-en-2-yl)-2-methylpropan-2-sulfinamide